C(C)(C)(C)OC(=O)N1CCC(CC1)C(C)(C)N1CCN(CC1)C(=O)OCC1=CC=CC=C1 benzyl 4-[1-(1-tert-butoxycarbonyl-4-piperidyl)-1-methyl-ethyl]piperazine-1-carboxylate